1-(2-(3-((2-(Difluoromethoxy)-6-methylpyridin-3-yl)carbamoyl)-3-(2-isopropylphenyl)azetidin-1-yl)-2-oxoethyl)cyclobutan FC(OC1=NC(=CC=C1NC(=O)C1(CN(C1)C(CC1CCC1)=O)C1=C(C=CC=C1)C(C)C)C)F